4,4-difluoro-2-(4-fluorophenyl)-N-{4-[4-{[(3S)-oxolan-3-yl]oxy}-7-(pyridin-2-yl)-5H-pyrrolo[3,2-d]pyrimidin-6-yl]pyridin-2-yl}butanamide FC(CC(C(=O)NC1=NC=CC(=C1)C1=C(C=2N=CN=C(C2N1)O[C@@H]1COCC1)C1=NC=CC=C1)C1=CC=C(C=C1)F)F